(((9aR,10S)-10-(bis(4-fluorophenyl)methyl)-3,5-dioxo-3,5,8,9,9a,10-hexahydro-7H-pyrrolo[1',2':4,5]pyrazino[1,2-b]pyridazin-4-yl)oxy)methyl (2-methoxyethyl) carbonate C(OCOC1=C2N(N=CC1=O)[C@H]([C@@H]1N(C2=O)CCC1)C(C1=CC=C(C=C1)F)C1=CC=C(C=C1)F)(OCCOC)=O